N-tetradecyl-2-phenyl-3-(4-methoxybenzyloxy)-quinolin-4-one C(CCCCCCCCCCCCC)N1C(=C(C(C2=CC=CC=C12)=O)OCC1=CC=C(C=C1)OC)C1=CC=CC=C1